N-Piperidinyl-5-aminosulfonyl-4-chloro-2-[(furanylmethyl)amino]benzamide N1(CCCCC1)NC(C1=C(C=C(C(=C1)S(=O)(=O)N)Cl)NCC=1OC=CC1)=O